CC=1N=C2N(N=C(C=C2C(F)(F)F)C(=O)O)C1 2-methyl-8-(trifluoromethyl)imidazo[1,2-b]pyridazine-6-carboxylic acid